CN[C@@H](CS)C(=O)O L-N-Methylcysteine